C(C)(C)(C)N(C(O)=O)CCC1=CNC=2C1=NC(=CC2)OC.C(CC(O)(C(=O)O)CC(=O)O)(=O)O Citric Acid tert-butyl-(2-(5-methoxy-1H-pyrrolo[3,2-b]pyridin-3-yl)ethyl)carbamate